ethylenediamine disuccinate iron [Fe].C1(CCC(=O)ON2CCN(O1)OC(CCC(=O)O2)=O)=O